NC=1C=2N(C=C(N1)C(F)(F)F)C(=CN2)C=2C=C(C=CC2C)C(CC=O)(C(F)(F)F)O 3-(3-(8-Amino-6-(trifluoromethyl)imidazo[1,2-a]pyrazin-3-yl)-4-methylphenyl)-4,4,4-trifluoro-3-hydroxybutanal